C(C)(C)N1C(=NN=C1)C1=CC=CC(=N1)NC(=O)NC1=NC=C(C=C1)C=1C=NN(C1)C 1-(6-(4-isopropyl-4H-1,2,4-triazol-3-yl)pyridin-2-yl)-3-(5-(1-methyl-1H-pyrazol-4-yl)pyridin-2-yl)urea